hexahydro-1H-isoindole-1,3(2H)-dione C1(NC(C2CCCCC12)=O)=O